FC(C)(F)C=1C=C(C(=C(C1)C(C(=O)OC(C)(C)C)N1C[C@@H](CC1)OCCCCCC1=NC=2NCCCC2C=C1)OC)F tert-butyl 2-(5-(1,1-difluoroethyl)-3-fluoro-2-methoxyphenyl)-2-((R)-3-((5-(5,6,7,8-tetrahydro-1,8-naphthyridin-2-yl)pentyl)oxy)pyrrolidin-1-yl)acetate